C1CCC2=C(C=3CCCC3C=C12)NC(=O)OC(C(=O)O)CN1N=CC=C1 2-{[(1,2,3,5,6,7-hexahydro-s-indacen-4-yl)carbamoyl]oxy}-3-(1H-pyrazol-1-yl)propanoic acid